C(C)(C)(C)OC(=O)N1CC(C=CC1)(C)C tert-butyl-3,3-dimethyl-2,6-dihydropyridine-1-carboxylate